(4-(2-carbazolylethoxy)phenyl)propionic acid C1(=CC=CC=2C3=CC=CC=C3NC12)CCOC1=CC=C(C=C1)C(C(=O)O)C